(2S)-2-(9H-fluoren-9-ylmethoxycarbonyl-amino)-4-methylpentanoic acid C1=CC=CC=2C3=CC=CC=C3C(C12)COC(=O)N[C@H](C(=O)O)CC(C)C